C(C)(C)(C)OC=1C2=C(N=C(N1)SC)N(C1=C2C=CN=C1Cl)C 4-(tert-butoxy)-8-chloro-9-methyl-2-(methylthio)-9H-pyrido[4',3':4,5]pyrrolo[2,3-d]pyrimidine